(2R,4R)-7-fluoro-4-hydroxy-N-[3-(5-methoxy-2H-pyrazolo[4,3-b]pyridin-2-yl)bicyclo[1.1.1]pentan-1-yl]-6-(trifluoromethyl)-3,4-dihydro-2H-1-benzopyran-2-carboxamide FC1=CC2=C([C@@H](C[C@@H](O2)C(=O)NC23CC(C2)(C3)N3N=C2C(N=C(C=C2)OC)=C3)O)C=C1C(F)(F)F